6-((4-((4-cyanobenzyl)oxy)-3-methoxyphenyl)amino)-3-morpholinoquinoxaline-5-carbonitrile C(#N)C1=CC=C(COC2=C(C=C(C=C2)NC2=C(C=3N=C(C=NC3C=C2)N2CCOCC2)C#N)OC)C=C1